FC=1C=CC(=NC1)N1CCN(CC1)CC(=O)O 2-[4-(5-fluoro-2-pyridyl)piperazin-1-yl]acetic acid